CC1=C(C(=CC=C1)C)C1=CC(=NC(=N1)NS(=O)(=O)C1=CC(=CC=C1)CO)OC1CNC(CN(C1)C(=O)OC(C)(C)C)=O tert-butyl 6-[6-(2,6-dimethylphenyl)-2-[[3-(hydroxymethyl)phenyl] sulfonylamino]pyrimidin-4-yl]oxy-3-oxo-1,4-diazepane-1-carboxylate